NC1=NC(=NC=C1)N1CC(C(CC1)(O)C)(F)F (4-aminopyrimidin-2-yl)-3,3-difluoro-4-methylpiperidin-4-ol